2-(pyridin-3-yl)thiazole-4-carboxylic acid N1=CC(=CC=C1)C=1SC=C(N1)C(=O)O